C(#N)C[C@@H]1N(CCN(C1)C=1C2=C(N=C(N1)OC[C@H]1N(CCC1)C)C(=C(N=C2)C2=CC=CC=1CCCCC21)F)C(=O)OC(C)(C)C tert-butyl (S)-2-(cyanomethyl)-4-(8-fluoro-2-(((S)-1-methylpyrrolidin-2-yl)methoxy)-7-(5,6,7,8-tetrahydronaphthalen-1-yl)pyridino[4,3-d]pyrimidin-4-yl)piperazine-1-carboxylate